ClC1=C(C=CC(=C1)N1N=CN=C1)C=1N(C2=C(CN(CC2)C2CC3=C(C=CC=C3CC2)OC)N1)C 2-(2-chloro-4-(1H-1,2,4-triazol-1-yl)phenyl)-5-(8-methoxy-1,2,3,4-tetrahydronaphthalen-2-yl)-1-methyl-4,5,6,7-tetrahydro-1H-imidazo[4,5-c]pyridine